C1(=CC=C(C=C1)C1=C2C=CC(C(=C3C=CC(=C(C=4C=CC(=C(C5=CC=C1N5)C5=CC=C(C=C5)C)N4)C4=CC=C(C=C4)C)N3)C3=CC=C(C=C3)C)=N2)C.[Cu] copper (tetra-p-tolyl-porphyrin)